N1=C(C=CC=C1)C1=NC(=CC(=C1)N)C1=NC=CC=C1 [2,2':6',2''-terpyridine]-4'-amine